4-[(3-ethynyl-phenyl)amino]-6-{1-[(morpholin-4-yl)carbonyl]-piperidin-4-yloxy}-7-methoxy-quinazoline C(#C)C=1C=C(C=CC1)NC1=NC=NC2=CC(=C(C=C12)OC1CCN(CC1)C(=O)N1CCOCC1)OC